4-[[7-[(3-fluoro-2-pyridinyl)oxy]-4-methyl-2-oxo-chromen-3-yl]methyl]-N-methyl-indoline-1-sulfonamide FC=1C(=NC=CC1)OC1=CC=C2C(=C(C(OC2=C1)=O)CC1=C2CCN(C2=CC=C1)S(=O)(=O)NC)C